4-HYDROXYHEXANOIC ACID OC(CCC(=O)O)CC